C(C)(C)(C)OC(=O)N1CC2(C1)CC(CC2)(O)C2CCCC2.ClC=2C=CC(=C(C2)NC(=O)C2=NC=NC=C2)OCCOC N-(5-chloro-2-(2-methoxyethoxy)phenyl)pyrimidine-4-carboxamide Tert-butyl-6-cyclopentyl-6-hydroxy-2-azaspiro[3.4]octane-2-carboxylate